C(C)(C)(C)OC(N(C)C1=C(C=C(C(=C1)N)[N+](=O)[O-])C)=O.FC(CN1CCC(CC1)C(=O)NC=1N=CC2=CC=C(C=C2C1)C1=CN=CS1)(C)C 1-(2-fluoro-2-methylpropyl)-N-(6-(thiazol-5-yl)isoquinolin-3-yl)piperidine-4-carboxamide tert-butyl-(5-amino-2-methyl-4-nitrophenyl)(methyl)carbamate